1,1'-difluoro-2,2'-bipyridinium bis(tetrafluoroborate) F[B-](F)(F)F.F[B-](F)(F)F.F[N+]1=C(C=CC=C1)C1=[N+](C=CC=C1)F